OCC1=NC2=CC(=C(C=C2C=N1)C(=O)O)OC 2-(hydroxymethyl)-7-methoxyquinazoline-6-carboxylic acid